4-(thiophen-3-yl)phthalazin-1(2H)-one S1C=C(C=C1)C1=NNC(C2=CC=CC=C12)=O